COC=1C=C(C=CC1)C1=NNC2=NC=C(C=C21)N 3-(3-methoxyphenyl)-1H-pyrazolo[3,4-b]pyridin-5-amine